4-bromo-3H-spiro[benzofuran-2,4'-piperidine] BrC1=CC=CC2=C1CC1(CCNCC1)O2